C1(C=CC=C1)[Ti](C1=C(C(=CC=C1F)N1CC=NC=C1)F)(C1=C(C(=CC=C1F)N1CC=NC=C1)F)C1C=CC=C1 bis(2,4-cyclopentadienyl)bis[2,6-difluoro-3-(1-pyrazinyl)phenyl]titanium (IV)